C1(CC1)OC=1C(=CC(=NC1)C1=NSC(=N1)NC1=NC=CC=C1C(C)C)C(F)(F)F 3-(5-cyclopropoxy-4-(trifluoromethyl)pyridin-2-yl)-N-(3-isopropyl-pyridin-2-yl)-1,2,4-thiadiazol-5-amine